1,2,4-benzenetriamine C=1(C(=CC(=CC1)N)N)N